ClC1=C(CC2=CN=C3C(=NC(=NN32)OC[C@H]3N(CCC3)C)O)C=CC=C1 (S)-7-(2-chlorobenzyl)-2-((1-methylpyrrolidin-2-yl)methoxy)imidazo[2,1-f][1,2,4]Triazin-4-ol